C(C)C(CCCCN)CCCC [3-(2-ethylhexyl)]propylamine